FC=1C=C(C=CC1N1CCC(CC1)N(CC1OCCC1)C)NC1=NC=C(C(=N1)C=1C=NN(C1)C(C)C)C N-(3-fluoro-4-(4-(methyl-((tetrahydrofuran-2-yl)methyl)amino)piperidine-1-yl)phenyl)-4-(1-isopropyl-1H-pyrazole-4-yl)-5-methylpyrimidine-2-amine